C1=CC=CC=2C3=CC=CC=C3C(C12)COC(=O)N[C@H](C(=O)O)CC=1C=CC=2N(C1)C=CN2 (S)-2-((((9H-fluoren-9-yl)methoxy)carbonyl)amino)-3-(imidazo[1,2-a]pyridin-6-yl)propanoic acid